propyl-3-ethylimidazole tosylate S(=O)(=O)(O)C1=CC=C(C)C=C1.C(CC)C1=NC=CN1CC